ClC1=CC=C(C=C1)CCNC1=CC(=NC=N1)C1=CC(=CS1)OCC 5-{6-[2-(4-Chloro-phenyl)-ethylamino]-pyrimidin-4-yl}-3-ethoxy-thiophene